C(C1=CC=CC=C1)N(C(CCl)CCOCC1=CC=CC=C1)CC1=CC=CC=C1 N,N-dibenzyl-4-(benzyloxy)-1-chlorobutan-2-amine